3-(1-(cyclopentylmethyl)-3,5-dimethyl-1H-pyrazol-4-yl)-5-(4,4,5,5-tetramethyl-1,3,2-dioxaborolan-2-yl)pyridine C1(CCCC1)CN1N=C(C(=C1C)C=1C=NC=C(C1)B1OC(C(O1)(C)C)(C)C)C